N1(CCCCC1)C1CCN(CC1)C(=O)OCCC propyl [1,4'-bipiperidine]-1'-carboxylate